The molecule is an inositol phosphomannosylinositol phosphoceramide compound having an inositol 1-phosphoryl group linked at the 6-position to the mannose residue and a hexacosanoyl group amide-linked to a C18 sphinganine base, with no hydroxylation at C-4 of the long-chain base or on the C26 very-long-chain fatty acid. It has a role as a Saccharomyces cerevisiae metabolite. It derives from a Man-1-2-Ins-1-P-Cer(d18:0/26:0). CCCCCCCCCCCCCCCCCCCCCCCCCC(=O)N[C@@H](COP(=O)(O)O[C@@H]1[C@@H]([C@@H]([C@H]([C@@H]([C@H]1OC2[C@H]([C@H]([C@@H]([C@H](O2)COP(=O)(O)OC3[C@@H]([C@H](C([C@H]([C@H]3O)O)O)O)O)O)O)O)O)O)O)O)[C@@H](CCCCCCCCCCCCCCC)O